Methyl 2-(difluoromethoxy)-4-((1-methoxy-1-oxopropan-2-yl) amino)-5-nitrobenzoate FC(OC1=C(C(=O)OC)C=C(C(=C1)NC(C(=O)OC)C)[N+](=O)[O-])F